4-bromo-5-(3-(bromomethyl)phenyl)-1-methylpyridin-2(1H)-one BrC1=CC(N(C=C1C1=CC(=CC=C1)CBr)C)=O